ClC1=C(CC=2N(C(N(N2)C)=O)CC2CCC3(CC3)CC2)C(=CC=C1)F 5-(2-chloro-6-fluorobenzyl)-2-methyl-4-(spiro[2.5]octane-6-ylmethyl)-2,4-dihydro-3H-1,2,4-triazol-3-one